N-(3-(3-fluorophenyl)propyl)-1-(3-methoxyphenyl)ethylamine FC=1C=C(C=CC1)CCCNC(C)C1=CC(=CC=C1)OC